3-octenyltrimethoxysilane C(CC=CCCCC)[Si](OC)(OC)OC